1-[2-(2-cyclopropyl-5-methyl-4-pyridyl)-6-[5-[(6-methylpyridazin-3-yl)amino]benzimidazol-1-yl]-3-pyridyl]ethanol C1(CC1)C1=NC=C(C(=C1)C1=NC(=CC=C1C(C)O)N1C=NC2=C1C=CC(=C2)NC=2N=NC(=CC2)C)C